PYRIDOXINE HYDROCHLORIDE Cl.N1=C(C)C(O)=C(CO)C(CO)=C1